C(=O)[C@@H]1C[C@H](C1)NC(OC(C)(C)C)=O tert-butyl (trans-3-formylcyclobutyl)carbamate